CC12CC3(CC(CC(C1)(C3)C)C2)[N+]2=CN(C=C2)C 3-(3,5-dimethyladamantan-1-yl)-1-methylimidazolium